C(CCCCCCCCCC=CCCCCCCCC)(=O)OCCCCCCCCCCCCCCCC palmityl eicos-11-enoate